((4-(4-(4-chloro-7,7-dimethyl-5-oxo-5,7-dihydroindolo[1,2-a]quinazolin-9-yl)piperidin-1-yl)cyclohexyl)amino)-2-(2,6-dioxopiperidin-3-yl)isoindoline-1,3-dione ClC=1C=2C(N=C3N(C2C=CC1)C1=CC=C(C=C1C3(C)C)C3CCN(CC3)C3CCC(CC3)NC3=C1C(N(C(C1=CC=C3)=O)C3C(NC(CC3)=O)=O)=O)=O